propyl-heptenal C(CC)C(C=O)=CCCCC